(2S,5R)-7-Oxo-2-(N-(tetrahydro-2H-pyran-4-yl) carbamimidoyl)-1,6-diazabicyclo[3.2.1]octan-6-yl hydrogen sulfate S(=O)(=O)(ON1[C@@H]2CC[C@H](N(C1=O)C2)C(NC2CCOCC2)=N)O